2'-chloro-5'-methoxy-6-methyl-N-(5-(1-methyl-1H-1,2,4-triazole-3-carbonyl)-5,6-dihydro-4H-pyrrolo[3,4-d]thiazol-2-yl)-[4,4'-bipyridine]-3-carboxamide ClC1=NC=C(C(=C1)C1=C(C=NC(=C1)C)C(=O)NC=1SC2=C(N1)CN(C2)C(=O)C2=NN(C=N2)C)OC